C1(CCCC1)OC1=CC=CC2=C1C(N1[C@@H](CO2)C[C@@H](C1)O)=O (2S,11aR)-6-(cyclopentyloxy)-2-hydroxy-2,3,11,11a-tetrahydro-1H,5H-benzo[f]pyrrolo[2,1-c][1,4]oxazepin-5-one